BrC1=CC(=C(C(=C1)O)O)/C=N/C(C(C)C)O (E)-5-bromo-3-((1-hydroxy-2-methylpropyl-imino)meth-yl)benzene-1,2-diol